5-(4-chlorophenyl)benzo[d]oxazol-2-amine ClC1=CC=C(C=C1)C=1C=CC2=C(N=C(O2)N)C1